N,N-dimethyl(3-morpholinyl)methanamine CN(CC1NCCOC1)C